[Na].C(CCCCCCCCCCCCCCCCC)N stearylamine, sodium salt